C(C1=CC=CC=C1)OC(=O)N[C@@H](C)C(=O)OCCN(C)C 2-(dimethylamino)ethyl ((benzyloxy)carbonyl)-L-alaninate